2-(3-(dibenzothiophene-4-yl)-[1,1-biphenyl]-3-yl)-4,6-diphenyl-1,3,5-triazine C1=CC=C(C=2SC3=C(C21)C=CC=C3)C3(CC(=CC=C3)C3=CC=CC=C3)C3=NC(=NC(=N3)C3=CC=CC=C3)C3=CC=CC=C3